C(C)(C)N1CCN(CC1)C1=CC=C(C=C1)C1=CC2=C(C=N1)N=C(N2C)C2=CC=C(C=C2)S(=O)(=O)C 6-(4-(4-isopropylpiperazin-1-yl)phenyl)-1-methyl-2-(4-(methylsulfonyl)phenyl)-1H-imidazo[4,5-c]pyridine